beta-D-glucose O[C@H]1[C@H](O)[C@@H](O)[C@H](O)[C@H](O1)CO